C(C)(=O)N1CCN(CC1)C1=NC2=C(C=C(C=C2C(N1C)=O)C)C(C)NC1=C(C(=O)O)C=CC=C1 ((1-(2-(4-acetylpiperazin-1-yl)-3,6-dimethyl-4-oxo-3,4-dihydroquinazolin-8-yl)ethyl)amino)benzoic acid